O1C(=CC=C1)CSSSC(C(C)=O)C 3-((furan-2-ylmethyl)trisulfanyl)butan-2-one